CC1=CC=C2C(=N1)NC=C2C2=CC=1N(C=C2)N=CC1C(=O)N1CCN(CC1)C (5-(6-methyl-1H-pyrrolo[2,3-b]pyridin-3-yl)pyrazolo[1,5-a]pyridin-3-yl)(4-methylpiperazin-1-yl)methanone